N-{(1S)-1-[4-({7-[(1R)-2,2-difluoro-1-methoxyethyl]-2-methyl[1,3]thiazolo[5,4-b]pyridin-6-yl}amino)phenyl]-2,2-difluoroethyl}-N-methyl-1,1-dioxo-1λ6-thiane-4-carboxamide FC([C@H](OC)C1=C2C(=NC=C1NC1=CC=C(C=C1)[C@@H](C(F)F)N(C(=O)C1CCS(CC1)(=O)=O)C)SC(=N2)C)F